3-(Tritylthio)propionic acid C(C1=CC=CC=C1)(C1=CC=CC=C1)(C1=CC=CC=C1)SCCC(=O)O